O([C@H]1[C@H](O)[C@@H](O)[C@@H](O)[C@H](O1)CO)C1=CC=C(C=C1)C(=O)OC p-Methoxycarbonylphenyl β-D-galactopyranoside